N-(tert-butyl)-6-methyl-2-phenyl-7-tosyl-7H-pyrrolo[2,3-d]pyrimidin-4-amine C(C)(C)(C)NC=1C2=C(N=C(N1)C1=CC=CC=C1)N(C(=C2)C)S(=O)(=O)C2=CC=C(C)C=C2